C(C)OC1=CC=C(C(=N1)F)C1=C(C2=C(CCC1)C=C(C=C2)O)C=2C=NC(=NC2)O[C@@H]2CN(CC2)CCCF 6-(6-ethoxy-2-fluoro-3-pyridyl)-5-[2-[(3S)-1-(3-fluoropropyl)pyrrolidin-3-yl]oxypyrimidin-5-yl]-8,9-dihydro-7H-benzo[7]annulen-2-ol